Cl.Cl.Cl.NCCC1=CC(O)=C(O)C=C1 dopamine-Trishydrochloride